C(C)(C)(C)OC(=O)N1C[C@@H]2COC3=C(CN2CC1)C=C(C(=C3Cl)C3=C(C=CC=C3O)Cl)COC (12aR)-10-chloro-9-(2-chloro-6-hydroxyphenyl)-8-(methoxymethyl)-3,4,12,12a-tetrahydro-6H-pyrazino[2,1-c][1,4]benzooxazepine-2(1H)-carboxylic acid tert-butyl ester